CC1=C(C(=CC=C1)C)N([C@@H](C)C(=O)O)C(COC)=O N-(2,6-dimethylphenyl)-N-(2-methoxyacetyl)alanine